methoxymethyl 4-((tert-butyldimethylsilyl)oxy)-2,3,5,6-tetramethylbenzoate [Si](C)(C)(C(C)(C)C)OC1=C(C(=C(C(=O)OCOC)C(=C1C)C)C)C